COCCOC(C(C)(C)OC(C1=C(C=C(C(=C1)N1C(N(C(=CC1=O)C(F)F)N)=O)F)Br)=O)=O 1-(2-Methoxyethoxy)-2-methyl-1-oxopropan-2-yl-5-[3-amino-4-(difluoromethyl)-2,6-dioxo-3,6-dihydropyrimidin-1(2H)-yl]-2-bromo-4-fluorobenzoate